1-(5-bromo-2-(hydroxymethyl)phenyl)cyclopropan-1-ol BrC=1C=CC(=C(C1)C1(CC1)O)CO